FC1=C(C=CC(=C1)F)[C@H](C(=O)O)C (2R)-2-(2,4-difluorophenyl)propanoic acid